tert-butyl ((1-(3-bromo-1-(4-methoxybenzyl)-1H-pyrazolo[3,4-b]pyrazin-6-yl)-3-methylpyrrolidin-3-yl)methyl)carbamate BrC1=NN(C2=NC(=CN=C21)N2CC(CC2)(C)CNC(OC(C)(C)C)=O)CC2=CC=C(C=C2)OC